N1CC(C1)N1C[C@@H](N(CC1)C=1C(=C(C=C(C1)C#N)NC1=NC=2N(C(=N1)NC1CC1)N=CC2C#N)Cl)C 2-({3-[(2S)-4-(Azetidin-3-yl)-2-methylpiperazin-1-yl]-2-chloro-5-cyanophenyl}amino)-4-(cyclopropylamino)pyrazolo[1,5-a][1,3,5]triazine-8-carbonitrile